5-((1S,2R)-1-(7-chloro-1,1-dioxido-3,4-dihydro-2H-benzo[e][1,2]thiazin-2-yl)-2-(6-fluoro-2,3-dimethylphenyl)propyl)-1,3,4-oxadiazol-2(3H)-one ClC1=CC2=C(CCN(S2(=O)=O)[C@@H]([C@H](C)C2=C(C(=CC=C2F)C)C)C2=NNC(O2)=O)C=C1